2-(2-(methylsulfonyl)-pyrimidin-4-yl)-7-(4-(trifluoromethyl)phenoxy)-1,2,3,4-tetrahydro-isoquinoline CS(=O)(=O)C1=NC=CC(=N1)N1CC2=CC(=CC=C2CC1)OC1=CC=C(C=C1)C(F)(F)F